CC(C(=O)N1CCOC2=C(C1)C=CC(=C2)C2=NOC(=N2)C(F)(F)F)C 2-methyl-1-{8-[5-(trifluoromethyl)-1,2,4-oxadiazol-3-yl]-3,5-dihydro-2H-1,4-benzoxazepin-4-yl}propan-1-one